1-{[2-(trimethylsilyl)ethoxy]carbonyl}piperidine C[Si](CCOC(=O)N1CCCCC1)(C)C